5-nitro-1H-benzimidazol-3-ium trifluoromethanesulfonate FC(S(=O)(=O)[O-])(F)F.[N+](=O)([O-])C1=CC2=C(NC=[NH+]2)C=C1